N-(2-(4-(4-cyclopropylpiperazin-1-yl)piperidin-1-yl)-5-((6-(3-(4-fluoro-3-phenoxy-phenyl)isoxazolidin-2-yl)pyrimidin-4-yl)amino)-4-methoxyphenyl)acrylamide C1(CC1)N1CCN(CC1)C1CCN(CC1)C1=C(C=C(C(=C1)OC)NC1=NC=NC(=C1)N1OCCC1C1=CC(=C(C=C1)F)OC1=CC=CC=C1)NC(C=C)=O